5-amino-6,8-dihydro-1H-furo[3,4-d]pyrrolo[3,2-b]pyridine-2-carboxylic acid NC1=C2C(=C3C(=N1)C=C(N3)C(=O)O)COC2